diethylene thiobis[3-(3,5-di-tert-butyl-4-hydroxyphenyl)propionate] S(C(C(=O)O)CC1=CC(=C(C(=C1)C(C)(C)C)O)C(C)(C)C)C(C(=O)O)CC1=CC(=C(C(=C1)C(C)(C)C)O)C(C)(C)C.C=C.C=C